[I-].ICCCCC[NH2+]C 5-iodopentylmethylammonium iodide